2-[3-(2-oxo-2-(N,N-diethylamino)-ethyl)-1H-indol-2-yl]-acetic acid isopropyl ester C(C)(C)OC(CC=1NC2=CC=CC=C2C1CC(N(CC)CC)=O)=O